COC(C1=C(C=CC=C1)N1N=CC(=C1)[N+](=O)[O-])=O (4-Nitropyrazol-1-yl)benzoic acid methyl ester